C(OCCCCCCCCCCCC)(OOC1=CC=C2C3=C1O[C@@H]1[C@]34CCN(C([C@@]4(CCC1=C)O)C2)CC2CC2)=O dodecyl (((4aS,7aS,12bS)-3-(cyclopropylmethyl)-4a-hydroxy-7-methylene-2,3,4,4a,5,6,7,7a-octahydro-1H-4,12-methanobenzofuro[3,2-e]isoquinolin-9-yl) oxy) carbonate